C(C)OC(\C=C\C=C/CCCCC)=O (E,Z)-2,4-decadienoic acid ethyl ester